NC1C2(CCC(C1)C2)C2(C1=C(N=CN2)NC(=C1C=1C=NC2=CC=CC=C2C1)C#C)N 4-(aminobicyclo-[2.2.1]heptan-1-yl)-6-ethynyl-5-(quinolin-3-yl)-7H-pyrrolo[2,3-d]pyrimidine-4-amine